C(#N)CC1CCC(CC1)NC(OC(C)(C)C)=O tert-butyl N-[(1r,4r)-4-(cyanomethyl)cyclohexyl]carbamate